tert-Butyl (2R,5S)-5-methyl-2-[3-[[(3R)-pyrrolidin-3-yl]methoxy]phenyl]piperidine-1-carboxylate C[C@H]1CC[C@@H](N(C1)C(=O)OC(C)(C)C)C1=CC(=CC=C1)OC[C@H]1CNCC1